CC(C(=O)OC1=C(N(C2=C1C=CC(=C2)C(=N)N)OC(=O)C(C)O)C3=CC=C(C=C3)C(=N)N)O 4',6-diamidino-2-phenylindole dilactate